CC1=CC=C(C=C1)S(=O)(=O)OCC(COC1=CC=C2C(=N1)SC(=N2)\C=C\C#CC2=NC=C(N=C2)NC)O[Si](C)(C)C(C)(C)C (E)-2-((tert-butyldimethylsilyl)oxy)-3-((2-(4-(5-(methylamino)pyrazin-2-yl)but-1-ene-3-yn-1-yl)thiazolo[5,4-b]pyridin-5-yl)oxy)propyl 4-methylbenzenesulfonate